5-((2-methoxy-5-((trimethylsilyl)ethynyl)pyridin-4-yl)oxy)pyrimidine-2,4-diamine COC1=NC=C(C(=C1)OC=1C(=NC(=NC1)N)N)C#C[Si](C)(C)C